(S)-N-(1-(2-(3-amino-3-oxopropyl)-2-(vinylsulfonyl)hydrazinyl)-4-methyl-1-oxopentan-2-yl)-4-methoxy-1H-indole-2-carboxamide NC(CCN(NC([C@H](CC(C)C)NC(=O)C=1NC2=CC=CC(=C2C1)OC)=O)S(=O)(=O)C=C)=O